2-carboxy-6-(trifluoromethyl)pyridine 1-oxide C(=O)(O)C1=[N+](C(=CC=C1)C(F)(F)F)[O-]